tert-butyl N-[(2S)-1-[(2S,4R)-4-hydroxy-2-({[4-(4-methyl-1,3-thiazol-5-yl)phenyl]methyl}carbamoyl)pyrrolidin-1-yl]-3,3-dimethyl-1-oxobutan-2-yl]carbamate O[C@@H]1C[C@H](N(C1)C([C@H](C(C)(C)C)NC(OC(C)(C)C)=O)=O)C(NCC1=CC=C(C=C1)C1=C(N=CS1)C)=O